C(#N)C(CNC=1C(=CC=C2C=CC(=CC12)C1=NC=CC(=C1)NC(C)=O)OCC(F)(F)F)=C N-(2-{8-[(2-cyano-2-methylideneethyl)amino]-7-(2,2,2-trifluoroethoxy)naphthalen-2-yl}pyridin-4-yl)acetamide